N1N=C(C=C1)C#C[C@]1([C@H](O[C@H]([C@@H]1O)N1C2=NC(=NC(=C2N=C1)N)Cl)COC(C(=O)O)C(=O)O)O 2-(((2R,3S,4R,5R)-3-((1H-pyrazol-3-yl)ethynyl)-5-(6-amino-2-chloro-9H-purin-9-yl)-3,4-dihydroxytetrahydrofuran-2-yl)methoxy)malonic acid